OC(CNS(=O)(=O)C1=CC(=C(C=C1)NCC#CC=1N(C2=CC=CC(=C2C1)NC1CCS(CC1)(=O)=O)CC(F)(F)F)OC)CO N-(2,3-dihydroxypropyl)-4-((3-(4-((1,1-dioxidotetrahydro-2H-thiopyran-4-yl)amino)-1-(2,2,2-trifluoroethyl)-1H-indol-2-yl)prop-2-yn-1-yl)amino)-3-methoxybenzenesulfonamide